C1(CCCCC1)CN(C(=O)C1=CC2=C(S1)C(=CC=C2OC)C2=CN(C(C=C2)=O)C)CCC2OC2 N-(cyclohexylmethyl)-4-methoxy-7-(1-methyl-6-oxo-1,6-dihydropyridin-3-yl)-N-(2-(oxiran-2-yl)ethyl)benzo[b]thiophene-2-carboxamide